BrC=1C=C2C(=NC(=NC2=CC1NC1CC(C1)(F)F)C)N[C@H](C)C1=C(C(=CC=C1)C(F)(F)F)C (R)-6-bromo-N7-(3,3-difluorocyclobutyl)-2-methyl-N4-(1-(2-methyl-3-(trifluoromethyl)Phenyl)ethyl)quinazoline-4,7-diamine